5-(5-cyano-6-piperazin-1-yl-3-pyridyl)-3-[3-[[ethyl-(methyl)sulfamoyl]amino]-2,6-difluoro-benzoyl]-1H-pyrrolo[2,3-b]pyridine C(#N)C=1C=C(C=NC1N1CCNCC1)C=1C=C2C(=NC1)NC=C2C(C2=C(C(=CC=C2F)NS(N(C)CC)(=O)=O)F)=O